N-(6-(1-cyanospiro[2.2]pentan-1-yl)isoquinolin-3-yl)-2-(pyridin-3-yl)cyclopropane-1-carboxamide C(#N)C1(CC12CC2)C=2C=C1C=C(N=CC1=CC2)NC(=O)C2C(C2)C=2C=NC=CC2